2-amino-2-(4-methylcyclohexyl)acetic acid NC(C(=O)O)C1CCC(CC1)C